7-methyl-5,6,7,8-tetrahydropteridine CC1CNC=2C=NC=NC2N1